C1(CC1)C1(CCOCC1)N 4-cyclopropyl-tetrahydro-2H-pyran-4-amine